3-(2-bromoallyl)pyrrolidine-1,3-dicarboxylic acid 1-(tert-butyl) 3-ethyl ester C(C)OC(=O)C1(CN(CC1)C(=O)OC(C)(C)C)CC(=C)Br